C(C=C)(=O)N1CCN(CC1)C1=CC=C(C=C1)C=1C=2N(C=C(C1)C=1C=NN(C1)CCS(=O)(=O)C)N=CC2C#N 4-(4-(4-Acryloylpiperazin-1-yl)phenyl)-6-(1-(2-(methylsulfonyl)ethyl)-1H-pyrazol-4-yl)pyrazolo[1,5-a]pyridine-3-carbonitrile